(6,7-dimethyl-1,4-dioxo-1,4-dihydronaphthalen-2-yl)carbamic acid tert-butyl ester C(C)(C)(C)OC(NC=1C(C2=CC(=C(C=C2C(C1)=O)C)C)=O)=O